ClC1=CC=C(C=C1)C=1C(=NN2C1N=C(N(C2=O)CC2=CC=C(C=C2)OC)SCC2=CC=C(C=C2)OC)CO 8-(4-chlorophenyl)-7-(hydroxymethyl)-3-[(4-methoxyphenyl)methyl]-2-{[(4-methoxyphenyl)methyl]sulfanyl}pyrazolo[1,5-a][1,3,5]triazin-4-one